C(#N)C1(CC1)NS(=O)(=O)C1=CC=C2C3=C(N(C2=C1)C=1SC(=NN1)C(F)F)N=CN=C3N3C[C@@H](N([C@@H](C3)C)C(=O)C3COC3)C N-(1-Cyanocyclopropyl)-9-(5-(difluoromethyl)-1,3,4-thiadiazol-2-yl)-4-((3S,5R)-3,5-dimethyl-4-(oxetane-3-carbonyl)piperazin-1-yl)-9H-pyrimido[4,5-b]indole-7-sulfonamide